2-[decahydro-6-hydroxy-5-(hydroxymethyl)-5,8a-dimethyl-2-methylene-1-naphthyl]Ethylene OC1C(C2CCC(C(C2(CC1)C)C=C)=C)(C)CO